1-(4-{4-[2-(3,3-difluoroazetidin-1-yl)acetamido]-1H-1,2,3-triazol-1-yl}butyl)-N-(pyridin-2-ylmethyl)-1H-1,2,3-triazole-4-carboxamide FC1(CN(C1)CC(=O)NC=1N=NN(C1)CCCCN1N=NC(=C1)C(=O)NCC1=NC=CC=C1)F